FC=1C=C(C=CC1C)N1N=C2N=CN=C(C2=C1)N1C[C@@H](NCC1)C(=O)NCC=1C=C2C(=CN1)SC=C2 (R)-4-(2-(3-fluoro-4-methylphenyl)-2H-pyrazolo[3,4-d]pyrimidin-4-yl)-N-(thieno[2,3-c]pyridin-5-ylmethyl)piperazine-2-carboxamide